glycerine monomyristate C(CCCCCCCCCCCCC)(=O)O.OCC(O)CO